(S)-2-(2,5-difluoro-4-(6-((4-(pyrimidin-5-ylethynyl)benzyl)oxy)pyridin-2-yl)benzyl)-1-(oxetan-2-ylmethyl)-1H-benzo[d]imidazole-6-carboxylic acid FC1=C(CC2=NC3=C(N2C[C@H]2OCC2)C=C(C=C3)C(=O)O)C=C(C(=C1)C1=NC(=CC=C1)OCC1=CC=C(C=C1)C#CC=1C=NC=NC1)F